C(CCC)C1=CC(OC2=C(C(=CC=C12)OCCC)C(=O)N1CCCC2=CC=CC=C12)=O 4-Butyl-7-propoxy-8-(1,2,3,4-tetrahydroquinolin-1-carbonyl)-2H-chromen-2-one